methyl 2-(5-bromo-3-fluoropyridin-2-yl)acetate hydrochloride Cl.BrC=1C=C(C(=NC1)CC(=O)OC)F